3'-methyl-5-(2,4,4-trimethylpentan-2-yl)biphenyl-2-ol CC=1C=C(C=CC1)C=1C(=CC=C(C1)C(C)(CC(C)(C)C)C)O